BrC=1C2=C(C(=C(C(=C2C(=C2C(=C(C(=C(C12)[2H])[2H])[2H])[2H])C1=C(C(=C(C(=C1[2H])[2H])C1=C(C(=C(C2=C(C(=C(C(=C12)[2H])[2H])[2H])[2H])[2H])[2H])[2H])[2H])[2H])[2H])[2H])[2H])[2H] 9-Bromo-10-(4-(naphthalen-1-yl-d7)phenyl-2,3,5,6-d4)anthracene-1,2,3,4,5,6,7,8-d8